COC=1C(=CC2=C(C3=C(C=CO3)C=C2C1)C=1C=NC(=NC1)N(CC=1OC(=CC1)C)C)OC 6,7-dimethoxy-9-(2-(methyl((5-methylfuran-2-yl)methyl)amino)pyrimidin-5-yl)naphtho[2,3]furan